phenyl-1-isopropyl-2-methyl-1H-pyrrole C1(=CC=CC=C1)C1=C(N(C=C1)C(C)C)C